4-(2-chloro-4-fluoro-phenyl)-7-(1-hydroxyethyl)chromen-2-one ClC1=C(C=CC(=C1)F)C1=CC(OC2=CC(=CC=C12)C(C)O)=O